3-amino-4-(ethylamino)-5-methoxybenzoate NC=1C=C(C(=O)[O-])C=C(C1NCC)OC